N-((5-(1-(5,5-difluoro-2-oxotetrahydropyrimidin-1(2H)-yl)-2-methoxyethyl)benzo[d]oxazol-2-yl)(4-fluorocyclohexyl)methyl)-1-ethyl-1H-pyrazole-5-carboxamide FC1(CNC(N(C1)C(COC)C=1C=CC2=C(N=C(O2)C(NC(=O)C2=CC=NN2CC)C2CCC(CC2)F)C1)=O)F